C1(=CC=CC=C1)C=1C=C2NCC=NC2=CC1 6-phenyl-3,4-dihydroquinoxaline